ClC1=CC(=C(C=C1)[C@@H](C)OC1=CC=NN1C1CCNCC1)F |o1:7| 4-[5-[(1R or S)-1-(4-chloro-2-fluoro-phenyl)ethoxy]pyrazol-1-yl]piperidine